CN1C(C(=C(C(=C1)C)[O-])NC(N[C@@H](CC(=O)[O-])C=1C=C(C=CC1)C1=CC(=C(C=C1)C)C)=O)=O.[Na+].[Na+] Natrium (S)-3-(3-(1,5-Dimethyl-4-oxido-2-oxo-1,2-dihydropyridin-3-yl)ureido)-3-(3',4'-dimethyl-biphenyl-3-yl)propanoat